2-ethynyl-spiro[3.3]heptan-2-ol C(#C)C1(CC2(C1)CCC2)O